8-fluoro-3-(3-(4-(4-fluorophenyl)-3,6-dihydropyridin-1(2H)-yl)propyl)-5-methylisoquinolin-1(2H)-one FC=1C=CC(=C2C=C(NC(C12)=O)CCCN1CCC(=CC1)C1=CC=C(C=C1)F)C